CC=1C=CC=2N(C3=CC=C(C=C3C2C1)C)C=1C(=C(C(=NC1N1C2=CC=C(C=C2C=2C=C(C=CC12)C)C)N1C2=CC=CC=C2C=2C=C(C=CC12)N(C1=CC=CC=C1)C1=CC=CC=C1)N1C2=CC=CC=C2C=2C=C(C=CC12)N(C1=CC=CC=C1)C1=CC=CC=C1)C1=CC=NC=C1 9,9'-(5,6-bis(3,6-dimethyl-9H-carbazol-9-yl)-[4,4'-bipyridine]-2,3-diyl)bis(N,N-diphenyl-9H-carbazol-3-amine)